C1(CC1)COC1=C(C=C2C=CN=C(C2=C1)OC[C@H]1NC(CC1)=O)C(=O)N 7-(cyclopropylmethoxy)-1-{[(2S)-5-oxopyrrolidin-2-yl]methoxy}isoquinoline-6-carboxamide